tert-butylbenzoyl peroxide (tert-butyl benzoperoxoate) C(C)(C)(C)C1=C(C(=O)OO)C=CC=C1.C(C)(C)(C)OOC(C1=CC=CC=C1)=O